1-(8-bromo-2-carbonyl-1,2-dihydrobenzo[cd]indol-6-yl)-5-(trifluoromethyl)-N-(2-(trifluoromethyl)pyridin-4-yl)-1H-pyrazole-4-carboxamide BrC=1C=C(C=2C3=C(C(NC13)=C=O)C=CC2)N2N=CC(=C2C(F)(F)F)C(=O)NC2=CC(=NC=C2)C(F)(F)F